C1=CC=C2C(=C1)C=C(C(=N2)C(=O)O)C(=O)O acridic acid